3a,5a-Dihydroxy-7β,19-epoxy-cholestan-6-on O[C@H]1C[C@@]2(C([C@H]3[C@H]4[C@@H]5CC[C@H]([C@@H](CCCC(C)C)C)[C@]5(CC[C@@H]4[C@]2(CC1)CO3)C)=O)O